{1-[1-(phenylacetyl)piperidin-4-yl]-3-[4-(7H-pyrrolo[2,3-d]pyrimidin-4-yl)-1H-pyrazol-1-yl]azetidin-3-yl}acetonitrile C1(=CC=CC=C1)CC(=O)N1CCC(CC1)N1CC(C1)(N1N=CC(=C1)C=1C2=C(N=CN1)NC=C2)CC#N